C(C)C=1C=C(C=NC1)C=1C=NC(=CC1)N[C@H](C)C1=CC=C(C=C1)C (R)-5'-ethyl-N-(1-(p-tolyl)ethyl)-[3,3'-bipyridin]-6-amine